Para-tertiary butyl-toluene C(C)(C)(C)C1=CC=C(C)C=C1